5-{7-[({4-[2-(dimethylamino)-1,3-thiazol-4-yl]phenyl}methyl)(propyl)amino]-2,5-dimethylpyrazolo[1,5-a]pyrimidin-3-yl}-N,N,4-trimethylpyridin-2-amine CN(C=1SC=C(N1)C1=CC=C(C=C1)CN(C1=CC(=NC=2N1N=C(C2C=2C(=CC(=NC2)N(C)C)C)C)C)CCC)C